BrCCCOC1=CC=CC=C1 (3-Bromopropyloxy)benzene